5-(((1,1'-biphenyl-4-yl)methyl)amino)-4-trifluoromethylpyridazin-3(2H)-one C1(=CC=C(C=C1)CNC1=C(C(NN=C1)=O)C(F)(F)F)C1=CC=CC=C1